2-(6-(1-((1S,2S,3S,5S,6R)-2,6-difluoro-1-methyl-8-azabicyclo[3.2.1]octan-3-yl-5-d)vinyl)pyridazin-3-yl)-5-(1H-imidazol-1-yl)phenol F[C@@H]1[C@@]2(C[C@H]([C@](C[C@H]1C(=C)C1=CC=C(N=N1)C1=C(C=C(C=C1)N1C=NC=C1)O)(N2)[2H])F)C